N-(1-(cyanomethyl)-3-(2-(difluoromethoxy)-5-(methylsulfonyl)phenyl)-1H-pyrazol-4-yl)pyrazolo[1,5-a]pyrimidine-3-carboxamide C(#N)CN1N=C(C(=C1)NC(=O)C=1C=NN2C1N=CC=C2)C2=C(C=CC(=C2)S(=O)(=O)C)OC(F)F